2-amino-5-bromo-3-iodo-benzoic acid NC1=C(C(=O)O)C=C(C=C1I)Br